C(CCCCCCCCC)(=O)OCCCCCCCC Decanoic acid, octyl ester